ClC1=CC=C(S1)CN1[C@@H](CCN2C1=NC(=CC2=O)N2CC1CCC(C2)O1)C(F)(F)F (S)-9-(5-Chloro-thiophen-2-ylmethyl)-2-(8-oxa-3-aza-bicyclo[3.2.1]oct-3-yl)-8-trifluoromethyl-6,7,8,9-tetrahydro-pyrimido[1,2-a]-pyrimidin-4-one